2-(2-propen-1-yl)thioxanthone C(C=C)C1=CC=2C(C3=CC=CC=C3SC2C=C1)=O